aluminum sulfate hydrate O.S(=O)(=O)([O-])[O-].[Al+3].S(=O)(=O)([O-])[O-].S(=O)(=O)([O-])[O-].[Al+3]